N1(CCCCC1)C1=CC(=NC2=CC(=CC=C12)C(=O)OC)C1=CC=C(C=C1)C(F)(F)F Methyl 4-(piperidin-1-yl)-2-(4-(trifluoromethyl)phenyl)quinoline-7-carboxylate